CC1(CC1)NC(O[C@H]1CO[C@H](C1)C1=CC(=NN1)NC(=O)C1=CC(=NN1C)COC(F)F)=O (3R,5R)-5-(3-(3-((difluoromethoxy)methyl)-1-methyl-1H-pyrazole-5-carboxamido)-1H-pyrazol-5-yl)tetrahydrofuran-3-yl (1-methylcyclopropyl)carbamate